[C@H]12CN(C[C@H](CC1)N2)C=2C1=C(N=C(N2)OC([2H])([2H])C23CCCN3CCC2)C(N(C=C1)C1=CC(=CC2=CC=C(C(=C12)C#C)F)O)=O 4-((1R,5S)-3,8-Diazabicyclo[3.2.1]octan-3-yl)-7-(8-ethynyl-7-fluoro-3-hydroxynaphthalen-1-yl)-2-((tetrahydro-1H-pyrrolizin-7a(5H)-yl)methoxy-d2)pyrido[3,4-d]pyrimidin-8(7H)-one